methyl 3-methyl-α-cyanocinnamate CC=1C=C(C=C(C(=O)OC)C#N)C=CC1